FC1=C(C(=CC=C1)F)[C@H](C)NC=1C2=C(N=C(N1)C)C=NC(=C2)N2C[C@@H](CC2)NC(C)=O N-[(3R)-1-(4-{[(1S)-1-(2,6-difluorophenyl)ethyl]amino}-2-methylpyrido[3,4-d]pyrimidin-6-yl)pyrrolidin-3-yl]acetamide